BrC=1C(=C(OCCCN2N=NC(=C2)C=O)C=CC1)C 1-(3-(3-bromo-2-methylphenoxy)propyl)-1H-1,2,3-triazole-4-formaldehyde